C(C)C1=C(C(=O)NCCOCCNC(OC(C)(C)C)=O)C=CC(=C1)NC=1C=2N(C=CN1)C(=CN2)I tert-butyl (2-(2-(2-ethyl-4-((3-iodoimidazo[1,2-a]pyrazin-8-yl)amino)benzamido)ethoxy)ethyl)carbamate